rac-[(2R,5R)-5-methyloxolan-2-yl]methanol C[C@@H]1CC[C@@H](O1)CO |r|